[(1S)-1-[2-[5-(difluoromethyl)thiazol-2-yl]-1,2,4-triazol-3-yl]ethyl]ammonium 2,2,2-trifluoroacetate FC(C(=O)[O-])(F)F.FC(C1=CN=C(S1)N1N=CN=C1[C@H](C)[NH3+])F